NC(C(=O)O)CC1=CNC2=CC=C(C=C12)C 2-amino-3-(5-methyl-1H-indol-3-yl)propanoic acid